(3-Fluoro-3-methylazetidin-1-yl)-[rac-(5R)-7,7-difluoro-5-phenyl-5,6-dihydropyrrolo[1,2-b][1,2,4]triazol-2-yl]methanon FC1(CN(C1)C(=O)C=1N=C2N(N1)[C@H](CC2(F)F)C2=CC=CC=C2)C |r|